(R)-1-(2-((1-((3-chloro-2-fluorobenzyl)amino)-3-methoxy-1-oxoprop-2-yl)amino)-2-oxoethyl)-1H-indazole-3-carboxamide ClC=1C(=C(CNC([C@@H](COC)NC(CN2N=C(C3=CC=CC=C23)C(=O)N)=O)=O)C=CC1)F